N(=[N+]=[N-])CC(=O)NC(CO)(CO)CO 2-azido-N-(1,3-dihydroxy-2-(hydroxymethyl)propan-2-yl)acetamide